C1(CC1)C1=CN2CC(CC3=CC(=C(C1=C23)F)F)NC(OC(C)(C)C)=O tert-butyl (1-cyclopropyl-8,9-difluoro-5,6-dihydro-4H-pyrrolo[3,2,1-ij]quinolin-5-yl)carbamate